FC(F)SC=1N=C2N(N1)[C@@H](C[C@@H]2F)C2=CC=CC=C2 |r| rac-(5s,7s)-2-(difluoromethylsulfanyl)-7-fluoro-5-phenyl-6,7-dihydro-5H-pyrrolo[1,2-b][1,2,4]triazole